6-Methoxy-4-(6-(piperazin-1-yl)pyridin-3-yl)pyrazolo[1,5-a]pyridine-3-carbonitrile hydrochloride Cl.COC=1C=C(C=2N(C1)N=CC2C#N)C=2C=NC(=CC2)N2CCNCC2